FS(C1=CC=C(C=C1)N1N=C(C2=CC=CC=C12)CNC(C=C)=O)(F)(F)(F)F N-[[1-[4-(pentafluoro-lambda6-sulfanyl)phenyl]indazol-3-yl]methyl]prop-2-enamide